1-[5-(5-fluoro-2-methoxypyridin-4-yl)-1H-pyrazole-3-carbonyl]Piperidine-4-carboxylic acid ethyl ester C(C)OC(=O)C1CCN(CC1)C(=O)C1=NNC(=C1)C1=CC(=NC=C1F)OC